(S)-1-prolyl-4-(1H-pyrazol-4-yl)indoline TFA salt OC(=O)C(F)(F)F.N1[C@@H](CCC1)C(=O)N1CCC2=C(C=CC=C12)C=1C=NNC1